C(#N)N1CC2=C(C=C(C=C2C1)NC(C)=O)C1=CC=CC=C1 N-(2-cyano-7-phenylisoindolin-5-yl)acetamide